N-((3R,4R)-3-fluoro-1-methylpiperidin-4-yl)-4-methoxy-5-(pyrazolo[1,5-a]pyridin-5-yl)pyrrolo[2,1-f][1,2,4]triazin-2-amine F[C@@H]1CN(CC[C@H]1NC1=NN2C(C(=N1)OC)=C(C=C2)C2=CC=1N(C=C2)N=CC1)C